C(C)OC1=C(O[C@H]2CN(CCC2)C2=CN=CC(=N2)NC2=C(C(=O)O)C=CC=N2)C=CC=C1 (R)-2-((6-(3-(2-ethoxyphenoxy)piperidin-1-yl)pyrazin-2-yl)amino)nicotinic acid